(4-(5-aminoisoxazol-3-yl)piperidin-1-yl)(perfluorophenyl)methanone NC1=CC(=NO1)C1CCN(CC1)C(=O)C1=C(C(=C(C(=C1F)F)F)F)F